2-((2R,6S)-2,6-dimethylpiperazin-1-yl)-N-(3-((2,6-dioxopiperidin-3-yl)amino)phenyl)acetamide hydrochloride Cl.C[C@H]1N([C@H](CNC1)C)CC(=O)NC1=CC(=CC=C1)NC1C(NC(CC1)=O)=O